bis(norbornadiene) rhodium (I) [Rh+].C12=CC=C(CC1)C2.C21=CC=C(CC2)C1